(3R,4R)-4-((4-(3-(((3R,5R)-3,5-dimethylmorpholino)methyl)-4-isopropylquinolin-6-yl)-5-fluoropyrimidin-2-yl)amino)tetrahydro-2H-pyran-3-ol C[C@@H]1COC[C@H](N1CC=1C=NC2=CC=C(C=C2C1C(C)C)C1=NC(=NC=C1F)N[C@H]1[C@H](COCC1)O)C